(S)-3-bromo-2-(4-fluoro-3,5-dimethylphenyl)-4-methyl-2,4,6,7-tetrahydro-5H-pyrazolo[4,3-c]pyridine-5-carboxylic acid tert-butyl ester C(C)(C)(C)OC(=O)N1[C@H](C=2C(CC1)=NN(C2Br)C2=CC(=C(C(=C2)C)F)C)C